BrC1=CC=C(C=C1)C1=NC2=C(N1C1=CC=C(C=C1)C(C)(C)C)C1=CC=CC=C1C=1C=CC=CC12 2-(4-Bromophenyl)-1-(4-Tert-Butylphenyl)-1H-Phenanthro[9,10-D]Imidazole